rac-5-{2-[(2R,5S)-2-(3-Fluoro-4-methylphenyl)-5-methylpiperidin-1-Yl]-2-oxoacetamido}Pyridine-3-carboxamide FC=1C=C(C=CC1C)[C@@H]1N(C[C@H](CC1)C)C(C(=O)NC=1C=C(C=NC1)C(=O)N)=O |r|